3-{[5-({2-[(2-carboxyethyl)carbamoyl]-1,3-dioxo-2,3-dihydro-1H-inden-5-yl}oxy)-1,3-dioxo-2,3-dihydro-1H-inden-2-yl]formamido}propanoic acid C(=O)(O)CCNC(=O)C1C(C2=CC=C(C=C2C1=O)OC=1C=C2C(C(C(C2=CC1)=O)C(=O)NCCC(=O)O)=O)=O